FC1=CC2=C(C=C3N2C(=NN(C3=O)CC(=O)NC3CC(C3)(C)O)C(C)C)S1 2-(2-Fluoro-5-isopropyl-8-oxothieno[2',3':4,5]pyrrolo[1,2-d][1,2,4]triazin-7(8H)-yl)-N-((1r,3r)-3-hydroxy-3-methylcyclobutyl)acetamide